C(C1=CC=CC=C1)OC=1C(=NC(=C(C1C)C)Br)C 3-(benzyloxy)-6-bromo-2,4,5-trimethylpyridine